CC(C(=O)O)(CN1C([C@@H]2OCCN[C@@H]2C1)=O)C |o1:8,13| 2,2-dimethyl-3-((4aR*,7aR*)-7-oxohexahydropyrrolo[3,4-b][1,4]oxazin-6(2H)-yl)propanoic acid